C1(CCC1)SC1=NC=CC=C1C1=CC(=C(C(=C1)F)[C@@H](C/C=C/C(=O)O)C)F (E)-(R)-5-[4-(2-cyclobutylsulfanyl-pyridin-3-yl)-2,6-difluoro-phenyl]-hex-2-enoic acid